FC1=CC=C2C(=C(C=NC2=C1)C#N)OC1=CC=C(C=C1)S(=O)(C)=N 7-fluoro-4-{4-[imino(methyl)oxo-λ6-sulfanyl]phenoxy}quinoline-3-carbonitrile